ClC1=CC=C(C=C1)C=1C=C(C(N(N1)C=1C=NN(C1)C)=O)C(=O)NC1(CCN(CC1)CC(F)(F)F)CO 6-(4-chlorophenyl)-N-(4-(hydroxymethyl)-1-(2,2,2-trifluoroethyl)piperidin-4-yl)-2-(1-methyl-1H-pyrazol-4-yl)-3-oxo-2,3-dihydropyridazine-4-carboxamide